CC1=CC(=NC(=N1)C1=CC=CC=C1)N(CCC)C1=C(C(=O)[O-])C=CC=C1 (6-methyl-2-phenylpyrimidin-4-yl (propyl)amino)benzoate